Cl.N[C@H]([C@H](C)O)C1=CC(=CC=C1)OCC (1S,2S)-1-amino-1-(3-ethoxyphenyl)-propan-2-ol hydrochloride